COC=1C=C(CCNC(=O)C2=NC(=CN=C2)C=2C=NC(=CC2)OC(C)C)C=C(C1)OC N-(3,5-dimethoxyphenethyl)-6-(6-isopropoxypyridin-3-yl)pyrazine-2-carboxamide